FC(C(=O)O)(F)F.N[C@H]1CN(CCC1)C(=O)C1=CC=2N(C=C1)C(=C(N2)C=2N(C1=CC=CC=C1C2)CC2=CC(=CC=C2)OC)C (R)-(3-aminopiperidin-1-yl)(2-(1-(3-methoxybenzyl)-1H-indol-2-yl)-3-methylimidazo[1,2-a]pyridin-7-yl)methanone Trifluoroacetic Acid Salt